(cis)-2,2-dimethyl-6-oxotetrahydrofuro[3,4-d][1,3]dioxol CC1(O[C@H]2[C@@H](O1)C(OC2)=O)C